N-(5-((6-((S)-3-(3-chloro-2-methylbenzyl)isoxazolidine-2-yl)pyrimidine-4-yl)amino)-2-(4-cyclopropylpiperazine-1-yl)-4-methoxyphenyl)acrylamide ClC=1C(=C(C[C@@H]2N(OCC2)C2=CC(=NC=N2)NC=2C(=CC(=C(C2)NC(C=C)=O)N2CCN(CC2)C2CC2)OC)C=CC1)C